4-(naphthalen-2-yl)benzoic acid C1=C(C=CC2=CC=CC=C12)C1=CC=C(C(=O)O)C=C1